methyl-octadecylammonium bis(trifluoromethanesulfonyl)imide [N-](S(=O)(=O)C(F)(F)F)S(=O)(=O)C(F)(F)F.C[NH2+]CCCCCCCCCCCCCCCCCC